ethyl 2-(2-((5-(2-cyano-3-methoxypyridin-4-yl)-1-cyclobutyl-1H-indazol-3-yl)methoxy)phenyl)acetate C(#N)C1=NC=CC(=C1OC)C=1C=C2C(=NN(C2=CC1)C1CCC1)COC1=C(C=CC=C1)CC(=O)OCC